ONC(C1=CC=C(C=C1)CN1C(N(C(C2=CC=CC=C12)=O)C1CCN(CC1)C)=O)=O N-hydroxy-4-((3-(1-methylpiperidin-4-yl)-2,4-dioxo-3,4-dihydroquinazolin-1(2H)-yl)methyl)benzamide